(2R,3R,5S)-3,5-dihydroxy-2-(hydroxymethyl)-6-(5-isopropyl-2-methylphenoxy)tetrahydro-4H-pyran-4-one O[C@@H]1[C@H](OC([C@@H](C1=O)O)OC1=C(C=CC(=C1)C(C)C)C)CO